COC1=CC=2C=3C4=C(C(=CC3C(C2C=C1)(C)C)N(C1=CC=CC=C1)C1=CC=CC=C1)C=CC=C4 10-methoxy-7,7-dimethyl-N,N-diphenyl-7H-benzo[c]fluoren-5-amine